triethylsilylethyl maleate C(\C=C/C(=O)[O-])(=O)OCC[Si](CC)(CC)CC